3-bromo-2,4-difluoro-N,N-dimethylbenzenesulfonamide BrC=1C(=C(C=CC1F)S(=O)(=O)N(C)C)F